lauryl-(1-dodecanol) C(CCCCCCCCCCC)C(CCCCCCCCCCC)O